C(C)OC(CC1CN(CC1)C=1C(=NC(=CC1)C=1N=NN(C1CO)C)C)=O 2-(1-(6-(5-(hydroxymethyl)-1-methyl-1H-1,2,3-triazol-4-yl)-2-methylpyridin-3-yl)pyrrolidin-3-yl)acetic acid ethyl ester